lithium tetra(8-hydroxyquinoline) boron [B].OC=1C=CC=C2C=CC=NC12.OC=1C=CC=C2C=CC=NC12.OC=1C=CC=C2C=CC=NC12.OC=1C=CC=C2C=CC=NC12.[Li]